N-[4-(4-hexyloxyphenyl)-phenyl]Aniline C(CCCCC)OC1=CC=C(C=C1)C1=CC=C(C=C1)NC1=CC=CC=C1